O1N=COCC=C1 5H-1,4,2-Dioxazepin